6-(1-(4-acryloyl-2,2-dimethyl-3,4-dihydro-2H-benzo[b][1,4]oxazin-6-yl)-3-nitro-1H-pyrazol-4-yl)-3,4-dihydroisoquinolin-1(2H)-one C(C=C)(=O)N1C2=C(OC(C1)(C)C)C=CC(=C2)N2N=C(C(=C2)C=2C=C1CCNC(C1=CC2)=O)[N+](=O)[O-]